cis-8-dimethylamino-8-(3-methoxyphenyl)-3-[(4-methoxyphenyl)-methyl]-1,3-diazaspiro[4.5]decan-2-one CN(C1(CCC2(CN(C(N2)=O)CC2=CC=C(C=C2)OC)CC1)C1=CC(=CC=C1)OC)C